FC(C/1=NOC(\C1=C/C=1SC(=CC1)N1CCCCC1)=O)F (Z)-3-(difluoromethyl)-4-((5-(piperidin-1-yl)thiophen-2-yl)methylene)isoxazol-5(4H)-one